ClC1=CNC2=C(C=CC=C12)NS(=O)(=O)C=1C=NN(C1)CC N-(3-chloro-1H-indol-7-yl)-1-ethyl-pyrazole-4-sulfonamide